(S)-2,6-Difluoro-4-(3-((2-hydroxyethyl)(methyl)amino)-3-(3-(trifluoromethyl)phenethyl)piperidin-1-yl)-N-(pyrimidin-4-yl)benzenesulfonamide FC1=C(C(=CC(=C1)N1C[C@@](CCC1)(CCC1=CC(=CC=C1)C(F)(F)F)N(C)CCO)F)S(=O)(=O)NC1=NC=NC=C1